C1(=CC=CC=C1)C(C(C=O)C=C)C (E)-3-phenyl-2-vinyl-butyraldehyde